(2R,4aR,9aR)-7-((E)-3,5-bis((1-benzyl-1H-1,2,3-triazol-4-yl)methoxy)-4-(3-methylbut-2-en-1-yl)styryl)-5-methoxy-1,1,4a-trimethyl-2,3,4,4a,9,9a-hexahydro-1H-xanthen-2-ol C(C1=CC=CC=C1)N1N=NC(=C1)COC=1C=C(/C=C/C2=CC(=C3O[C@@]4(CC[C@H](C([C@H]4CC3=C2)(C)C)O)C)OC)C=C(C1CC=C(C)C)OCC=1N=NN(C1)CC1=CC=CC=C1